OCC(CC(C(=O)O)CCCCCC\C=C/C\C=C/CCCCC)C 2-(hydroxymethyl)propyl-(9Z,12Z)-octadeca-9,12-dienoic acid